ClC1=NC2=C(C=C(C=C2C=C1)C1=CC2=CN(N=C2C(=C1)C)C)F 2-chloro-6-(2,7-dimethyl-2H-indazol-5-yl)-8-fluoroquinoline